5-benzyl-N-(4-(2-methyl-5-(oxetan-3-yloxy)phenyl)pyridin-2-yl)-4H-1,2,4-triazole-3-carboxamide C(C1=CC=CC=C1)C=1NC(=NN1)C(=O)NC1=NC=CC(=C1)C1=C(C=CC(=C1)OC1COC1)C